2',4,4',6'-Tetrahydroxy-3-methoxychalcone OC1=C(C(/C=C/C2=CC(=C(C=C2)O)OC)=O)C(=CC(=C1)O)O